CCC(CC)N1N=CC(=C1)C=1C=2N(C=C(N1)C=1C=NN(C1)[C@@H]([C@H](C)O)C)N=CC2 (2S,3R)-3-(4-(4-(1-(pentan-3-yl)-1H-pyrazol-4-yl)pyrazolo[1,5-a]pyrazin-6-yl)-1H-pyrazol-1-yl)butan-2-ol